BrC1=CC=C(C=C1)N1C[C@H](O[C@H](C1)C)C (2R,6S)-4-(4-bromophenyl)-2,6-dimethylmorpholine